2-[4-[6-[5-(5-chloro-2,4-difluoro-phenyl)-1H-imidazol-4-yl]-3-quinolyl]pyrazol-1-yl]-N-methyl-ethanamine ClC=1C(=CC(=C(C1)C1=C(N=CN1)C=1C=C2C=C(C=NC2=CC1)C=1C=NN(C1)CCNC)F)F